O1C(CCCC1)N1N=CC(=C1)CNC1=CC=CC(=N1)C(=O)[O-] 6-(((1-(tetrahydro-2H-pyran-2-yl)-1H-pyrazol-4-yl)methyl)amino)picolinate